C(C)OC(=O)C=1SC(=C(C1)Br)CCCO 4-bromo-5-(3-hydroxypropyl)thiophene-2-carboxylic acid ethyl ester